C(#C)C1(CC1)NC1=NC(N(C2=CC(=CC=C12)C(F)(F)F)C=1C(=NC=CC1)C)=O 4-((1-ethynylcyclopropyl)amino)-1-(2-methylpyridin-3-yl)-7-(trifluoromethyl)quinazolin-2(1H)-one